2-(2-fluoro-5-(2-(((S)-phenyl((R)-1,2,3,4-tetrahydro-1,5-naphthyridin-3-yl)methyl)amino)ethyl)phenyl)acetic acid FC1=C(C=C(C=C1)CCN[C@@H]([C@H]1CNC2=CC=CN=C2C1)C1=CC=CC=C1)CC(=O)O